Cl.C(C)(=O)O[C@H]1[C@@H](O[C@@H]([C@H]1OC(C)=O)N1C(=NC2=C1C=C(C(=C2)Cl)Cl)NC(C)C)COC(C)=O (2S,3S,4S,5S)-2-(acetoxymethyl)-5-(5,6-dichloro-2-(isopropylamino)-1H-benzo[d]imidazol-1-yl)tetrahydrofuran-3,4-diyl diacetate hydrochloride